CC(C(=O)N1CCNCC1)C 4-(2-methylpropanoyl)piperazin